(cis)-4-(4-bromo-2-oxo-2,3-dihydro-1H-1,3-benzodiazol-1-yl)-N-(4-cyano-3-methoxyphenyl)cyclohexane-1-carboxamide BrC1=CC=CC=2N(C(NC21)=O)[C@H]2CC[C@H](CC2)C(=O)NC2=CC(=C(C=C2)C#N)OC